N[C@@H](C(=O)O)CC=1C(=NOC1C)O |r| DL-α-amino-3-hydroxy-5-methyl-4-isoxazolepropionic acid